CC=1C=C2C=CC(=CN2C1C(=O)[O-])[C@H]1[C@@H](C1)C1=CC=CC=C1.[K+] potassium 2-methyl-6-(trans-2-phenylcyclopropyl)indolizine-3-carboxylate